1-(1H-Benzo[d]imidazol-5-yl)-5-(3-phenylphenyl)imidazolidin-2-on N1C=NC2=C1C=CC(=C2)N2C(NCC2C2=CC(=CC=C2)C2=CC=CC=C2)=O